tert-Butyl (5-((2-(((benzyloxy)carbonyl)amino)ethyl)(methyl)amino)pentyl)carbamate C(C1=CC=CC=C1)OC(=O)NCCN(CCCCCNC(OC(C)(C)C)=O)C